BrC=1C=C2CCCOC2=C(C1C#N)Br 6,8-dibromochromane-7-carbonitrile